O1C(=NC2=C1C=CC=C2)C2CCN(CC2)C2=C(C(N(C1=CC(=CC=C21)Cl)C)=O)C(=O)N 4-[4-(1,3-Benzooxazol-2-yl)piperidin-1-yl]-7-chloro-1-methyl-2-oxo-1,2-dihydroquinoline-3-carboxamide